C(C)(C)(C)OC(=O)N(CC(=O)N1CCN(CC1)C(=O)OC(C)(C)C)C1=CC(=CC=C1)C1C(NC(CC1)=O)=O Tert-butyl 4-(2-((tert-butoxycarbonyl)(3-(2,6-dioxopiperidin-3-yl)phenyl)amino)-acetyl)piperazine-1-carboxylate